S1C(=NC2=C1C=CC=C2)CN2CCN(CC2)C2=C(C#N)C=C(C(=C2)C2CC2)F 2-(4-(benzo[d]thiazol-2-ylmethyl)piperazin-1-yl)-4-cyclopropyl-5-fluorobenzonitrile